2-[(3-ethynyl-8-methyl-6-quinolinyl)oxy]N-(2-fluoroethyl)-2-methoxy-acetamide C(#C)C=1C=NC2=C(C=C(C=C2C1)OC(C(=O)NCCF)OC)C